4-(4-(4-(1-(5-methoxy-2-methyl-4-nitrophenyl)piperidin-4-yl)piperazin-1-yl)piperidin-1-yl)azetidine-1-carboxylic acid tert-butyl ester C(C)(C)(C)OC(=O)N1CCC1N1CCC(CC1)N1CCN(CC1)C1CCN(CC1)C1=C(C=C(C(=C1)OC)[N+](=O)[O-])C